5-(((Trans-3-(3-cyclopropyl-4-(5-hydroxy-6,7-dihydro-5H-cyclopenta[b]pyridin-2-yl)-1H-pyrazol-1-yl)cyclobutyl)methyl)amino)-2-(2,6-dioxopiperidin-3-yl)isoindoline-1,3-dione C1(CC1)C1=NN(C=C1C1=CC=C2C(=N1)CCC2O)[C@@H]2C[C@H](C2)CNC=2C=C1C(N(C(C1=CC2)=O)C2C(NC(CC2)=O)=O)=O